6-(4-(4,5-dimethyloxazol-2-yl)phenyl)-2-methyl-1H-benzo[d]imidazole-4-carboxylic acid CC=1N=C(OC1C)C1=CC=C(C=C1)C=1C=C(C2=C(NC(=N2)C)C1)C(=O)O